O1C2=C(OCC1)C(=CC=C2)C2=CC=C(C(=N2)OC)NC2=CC=C(CN(CCN)C)C=C2 N1-(4-((6-(2,3-dihydrobenzo[b][1,4]dioxin-5-yl)-2-methoxypyridin-3-yl)amino)benzyl)-N1-methylethane-1,2-diamine